3-(6-methyl-2-pyridyl)-N-phenyl-4-(4-quinolyl)-1H-pyrazole CC1=CC=CC(=N1)C1=NN(C=C1C1=CC=NC2=CC=CC=C12)C1=CC=CC=C1